ClC=1C=C(OC2=C(C=C(C=C2S(N)(=O)=O)NC(CC2=C(C=CC=C2)Cl)=O)F)C=CC1 N-[4-(3-chlorophenoxy)-3-fluoro-5-sulfamoylphenyl]-2-(2-chlorophenyl)acetamide